(1R,2S,5S)-N-((S)-1-cyano-2-((S)-2-oxopyrrolidin-3-yl)ethyl)-3-((S)-3,3-dimethyl-2-pivalamidobutanoyl)-6,6-dimethyl-3-azabicyclo[3.1.0]hexane-2-carboxamide C(#N)[C@H](C[C@H]1C(NCC1)=O)NC(=O)[C@@H]1[C@H]2C([C@H]2CN1C([C@H](C(C)(C)C)NC(C(C)(C)C)=O)=O)(C)C